C(CCCCCCCCCCCCC)(=O)C(C)OP(OC[C@@H](CO)O)(=O)O myristoyl-sn-glycero-3-phospho-ethanol